C(=O)O.FC=1C=C(C(=C(C1)O)C1=NC=2C(=NC=C(N2)N([C@H]2CN(CC2)C)C)N1C)C (R)-5-fluoro-3-methyl-2-(1-methyl-5-(methyl(1-methylpyrrolidin-3-yl)amino)-1H-imidazo[4,5-b]pyrazin-2-yl)phenol formate Salt